ClC1=CC=C2C(=NC=3N(C2=C1)C=NN3)N(C=3C=C(C=CC3)C3=CC=C(C=C3)CC(C)O)C (3'-((8-chloro-[1,2,4]triazolo[4,3-a]quinazolin-5-yl)(methyl)amino)-[1,1'-biphenyl]-4-yl)propan-2-ol